COC1=C(SC(=C1)C(F)(F)F)C(=O)N1CCC(CC1)N1CC(C1)(N1N=CC(=C1)C=1C2=C(N=CN1)NC=C2)CC#N {1-{1-[3-methoxy-5-(trifluoromethyl)-2-thienylcarbonyl]piperidin-4-yl}-3-[4-(7H-pyrrolo[2,3-d]pyrimidin-4-yl)-1H-pyrazol-1-yl]azetidin-3-yl}acetonitrile